N-((1R,3R,5S)-8-((((3aR,5r,6aS)-2-(4-fluorobenzyl)octahydrocyclopenta[c]pyrrol-5-yl)methyl)sulfonyl)-8-azabicyclo[3.2.1]octan-3-yl)-5-(oxetan-3-yl)isoxazole-3-carboxamide FC1=CC=C(CN2C[C@@H]3[C@H](C2)CC(C3)CS(=O)(=O)N3[C@H]2CC(C[C@@H]3CC2)NC(=O)C2=NOC(=C2)C2COC2)C=C1